O1COCC2C1CC(CO2)O hexahydropyrano[3,2-d][1,3]dioxin-7-ol